FC1(C(NC=2C1=NC=CC2)=O)F 3,3-difluoro-1H-pyrrolo[3,2-b]pyridin-2-one